3-mercaptopropylphenyl-trimethoxysilane SCCCCO[Si](OC)(OC)C1=CC=CC=C1